(E)-1-acetyl-2-((6-(morpholine-4-carbonyl)benzo[d]thiazole-2-yl)methylene)indolin-3-one C(C)(=O)N1/C(/C(C2=CC=CC=C12)=O)=C/C=1SC2=C(N1)C=CC(=C2)C(=O)N2CCOCC2